FC1=CC=C(OC=2C=NC=3CCN(CC3C2)C2=C(C(=C(N=N2)C#N)C)C)C=C1 6-(3-(4-fluorophenoxy)-7,8-dihydro-1,6-naphthyridin-6(5H)-yl)-4,5-dimethylpyridazine-3-carbonitrile